4-(3-((2-((4-(4-methylpiperazin-1-yl)-2-(trifluoromethoxy)phenyl)amino)-5-(trifluoromethyl)pyrimidin-4-yl)amino)propyl)-1,4-oxazepan-5-one CN1CCN(CC1)C1=CC(=C(C=C1)NC1=NC=C(C(=N1)NCCCN1CCOCCC1=O)C(F)(F)F)OC(F)(F)F